4-(8-hydroxyquinazolin-6-yl)-N-(pyridin-2-yl)benzamide OC=1C=C(C=C2C=NC=NC12)C1=CC=C(C(=O)NC2=NC=CC=C2)C=C1